(R/S)-N-(1-(3-amino-5-(difluoromethyl)phenyl)ethyl)-6-methoxy-2,8,8-trimethyl-8,9-dihydrofuro[2,3-h]quinazolin-4-amine NC=1C=C(C=C(C1)C(F)F)[C@@H](C)NC1=NC(=NC2=C3C(=C(C=C12)OC)OC(C3)(C)C)C |r|